C12OCC(C1)(C2)N2N=C1N=C(C(=CC1=C2)C(=O)NC=2C(N(C=CC2)[C@@H]2[C@@H](C2)C)=O)OC2CC2 2-(2-oxabicyclo[2.1.1]hexan-4-yl)-6-cyclopropoxy-N-(1-((1S,2R)-2-methylcyclopropyl)-2-oxo-1,2-dihydropyridin-3-yl)-2H-pyrazolo[3,4-b]pyridine-5-carboxamide